OCO[C@@H](C)C1CCN(CC1)S(=O)(=O)C=1C=CC(=C(C1)C=1NC(C2=C(N1)C(=C(N2C)CO)CCC)=O)OCCC (S)-2-(5-((4-(1,3-dioxapent-4-yl)piperidin-1-yl)sulfonyl)-2-propoxyphenyl)-6-(hydroxymethyl)-5-methyl-7-propyl-3,5-dihydro-4H-pyrrolo[3,2-d]pyrimidin-4-one